(1S)-2,2-difluorocyclopropyl-carboxylic acid FC1([C@@H](C1)C(=O)O)F